(S)-3-(2-amino-6-((1-hydroxyhept-3-yl)amino)-5-methoxypyrimidin-4-yl)propionic acid NC1=NC(=C(C(=N1)CCC(=O)O)OC)N[C@H](CCO)CCCC